tert-butyl N-[(1S)-3-chloro-2-oxo-1-[[(3S)-2-oxopyrrolidin-3-yl]methyl]propyl]carbamate ClCC([C@H](C[C@H]1C(NCC1)=O)NC(OC(C)(C)C)=O)=O